NCC1(CC(CC(C1)(C)C)N)C 3-(Aminomethyl)-3,5,5-trimethylcyclohexan-1-amine